(R)-2-hydroxy-3-(4-methoxycarbonyl-imino-phenoxy)-propionic acid methyl ester hydrochloride Cl.COC([C@@H](COC1C(C=C(C=C1)C(=O)OC)=N)O)=O